tert-butyl (Z)-1-ethyl-3-(hydroxyimino)-8-azabicyclo[3.2.1]octane-8-carboxylate C(C)C12C\C(\CC(CC1)N2C(=O)OC(C)(C)C)=N/O